C(#N)C1(CC1)CC(=O)NC=1C=CC=C2C(=CNC12)C1=CC(=NC=C1)NC(=O)C1CC1 N-(4-(7-(2-(1-cyanocyclopropyl)acetamido)-1H-indol-3-yl)pyridin-2-yl)cyclopropanecarboxamide